5,5-bis(bromomethyl)-2-methyl-1,3-dioxane BrCC1(COC(OC1)C)CBr